N-(4-bromo-3-sulfamoylphenyl)-2-(2-chlorophenyl)acetamide BrC1=C(C=C(C=C1)NC(CC1=C(C=CC=C1)Cl)=O)S(N)(=O)=O